COC(=O)C=1C=C(C2=C(CCO2)C1[N+](=O)[O-])O 7-hydroxy-4-nitro-2,3-dihydrobenzofuran-5-carboxylic acid methyl ester